tert-Butyl 3-(2,2-difluorovinyl)azetidine-1-carboxylate FC(=CC1CN(C1)C(=O)OC(C)(C)C)F